C(CCCCCCC)(=O)NC1=CC=C(C=C1)CC1=CC=C(C=C1)NC(CCCCCCC)=O bis(4'-octanamidophenyl)methane